4,4'-[2,2,2-Trifluoro-1-(trifluoromethyl)ethylidene]bisphenol FC(C(C(F)(F)F)(C1=CC=C(C=C1)O)C1=CC=C(C=C1)O)(F)F